5-(chloromethyl)nicotinic acid ClCC=1C=NC=C(C(=O)O)C1